Bis(3-(2-allylphenoxy)-2-hydroxypropyl)adipate C(C=C)C1=C(OCC(COC(CCCCC(=O)OCC(COC2=C(C=CC=C2)CC=C)O)=O)O)C=CC=C1